(6-(6,8-Dioxo-2,7-diazaspiro[4.5]decane-2-carbonyl)benzo[d]thiazol-2-yl)carbamic acid tert-butyl ester C(C)(C)(C)OC(NC=1SC2=C(N1)C=CC(=C2)C(=O)N2CC1(CC2)C(NC(CC1)=O)=O)=O